Tert-butyl 4-[3-methyl-4-[[4-(1-methylpyrazol-4-yl)-5-(trifluoromethyl)pyrimidin-2-yl] amino]phenyl]sulfonylpiperidine-1-carboxylate CC=1C=C(C=CC1NC1=NC=C(C(=N1)C=1C=NN(C1)C)C(F)(F)F)S(=O)(=O)C1CCN(CC1)C(=O)OC(C)(C)C